BrC=1C=C(C=NC1)C(=O)NCC1=C(C=C(C=C1)OC)OC 5-bromo-N-[(2,4-dimethoxyphenyl)methyl]pyridine-3-carboxamide